C1CC(C12CCCC2)N spiro[3.4]octan-3-amine